FCCCOC=1C=C(C=O)C=CC1 3-(3-fluoropropoxy)benzaldehyde